3-[4-[1-[[4-[4-[4-[[4-(2,2-dimethylpropyl)-2-oxo-piperazin-1-yl]methyl]-3-methyl-phenyl]pyrrolo[2,1-f][1,2,4]triazin-6-yl]phenyl]methyl]-4-piperidyl]anilino]piperidine-2,6-dione CC(CN1CC(N(CC1)CC1=C(C=C(C=C1)C1=NC=NN2C1=CC(=C2)C2=CC=C(C=C2)CN2CCC(CC2)C2=CC=C(NC1C(NC(CC1)=O)=O)C=C2)C)=O)(C)C